3-(1-hydroxyethyl)-2,6-dimethyl-5-phenyl-7H-thieno[3,2-b]pyran-7-one OC(C)C1=C(SC2=C1OC(=C(C2=O)C)C2=CC=CC=C2)C